ClC=1C=C(C=CC1Cl)SC1=C(C=C(C=C1)S(=O)(=O)NC1=C(C(=O)O)C=C(C=C1)F)[N+](=O)[O-] 2-((4-((3,4-Dichlorophenyl)thio)-3-nitrophenyl)sulfonamido)-5-fluorobenzoic acid